1-((2-(2-(methoxymethyl)-7-methylquinoxalin-5-yl)-4,5-dimethylbenzo[d]thiazol-6-yl)oxy)-2-methylpropan-2-ol COCC1=NC2=CC(=CC(=C2N=C1)C=1SC2=C(N1)C(=C(C(=C2)OCC(C)(O)C)C)C)C